C1N(CC12CNC2)C2=CC=C(C=N2)C2=NNC1=CC=C(C=C21)O[C@@H](C)C2=C(N=NC=C2Cl)Cl 3-[6-(2,6-diazaspiro[3.3]heptan-2-yl)-3-pyridyl]-5-[(1S)-1-(3,5-dichloropyridazin-4-yl)ethoxy]-1H-indazole